OC1CN(C1)CCCOC=1C=CC2=C(SC(=C2)C(=O)NC=2C=C(C=CC2C)NC(=O)C2=CC3=C(OCCO3)C=C2)C1 N-(3-(6-(3-(3-Hydroxyazetidin-1-yl)propoxy)benzo[b]thiophene-2-carboxamido)-4-methylphenyl)-2,3-dihydrobenzo[b][1,4]dioxine-6-carboxamide